[(2S,3R)-3-Isopropoxy-7-[5-methyl-6-[1-(trifluoromethyl)cyclobutyl]pyrrolo[2,3-b]pyrazin-3-yl]-3,4,5,6-tetrahydro-2H-azepin-2-yl]methanol C(C)(C)O[C@H]1[C@@H](N=C(CCC1)C1=CN=C2C(=N1)N(C(=C2)C2(CCC2)C(F)(F)F)C)CO